(rac)-6-(3-(1,1-difluoroethyl)phenyl)-2-azaspiro[3.4]Octane FC(C)(F)C=1C=C(C=CC1)[C@H]1CC2(CNC2)CC1 |r|